4-Chloro-N-(quinolin-8-yl)pentanamide ClC(CCC(=O)NC=1C=CC=C2C=CC=NC12)C